2-Thiouridine [C@@H]1([C@H](O)[C@H](O)[C@@H](CO)O1)N1C(=S)NC(=O)C=C1